C(C)(C)(C)C1=NC(=NO1)C(=O)NCC1=C(C=C(C=C1)C=1C=2N(C=C(N1)C=1C=NN(C1)C1COC1)N=CC2)C (tert-butyl)-N-(2-methyl-4-(6-(1-(oxetan-3-yl)-1H-pyrazol-4-yl)pyrazolo[1,5-a]pyrazin-4-yl)benzyl)-1,2,4-oxadiazole-3-carboxamide